6-fluoro-4-(4-fluorophenyl)-N-((1-methylpyrrolidine-2-yl)methyl)-3,4-dihydroquinoxaline-1(2H)-carboxamide FC=1C=C2N(CCN(C2=CC1)C(=O)NCC1N(CCC1)C)C1=CC=C(C=C1)F